C(C=C)(=O)N1C(CN(CC1)C1=C(C(N(C2=NC(=C(C=C12)Cl)C1=C(C=CC=C1F)N)C=1C(=NC=CC1C)C(C)C)=O)C#N)CC#N 4-(4-propenoyl-3-(cyanomethyl)piperazin-1-yl)-7-(2-amino-6-fluorophenyl)-6-chloro-1-(2-isopropyl-4-methylpyridin-3-yl)-2-oxo-1,2-dihydro-1,8-naphthyridine-3-carbonitrile